FC1=C(CN2N=C3N(CCCC3)C2=O)C=CC(=C1)F (5S)-2-(2,4-Difluorobenzyl)-3-oxo-2,3,5,6,7,8-hexahydro[1,2,4]triazolo[4,3-a]pyridin